ClC1=CC=C(C[C@]2(CNCCC2)N(C([C@H](CO)NC([C@H](C)NC(OC(C)(C)C)=O)=O)=O)C)C=C1 tert-Butyl ((S)-1-(((S)-1-(((R)-3-(4-chlorobenzyl)piperidin-3-yl)(methyl)amino)-3-hydroxy-1-oxopropan-2-yl)amino)-1-oxopropan-2-yl)carbamate